(R)-3-(3,5-dimethyl-1H-pyrazol-1-yl)-3-(4-(3-(5,6,7,8-tetrahydro-1,8-naphthyridin-2-yl)propyl)thiazol-2-yl)propionic acid CC1=NN(C(=C1)C)[C@H](CC(=O)O)C=1SC=C(N1)CCCC1=NC=2NCCCC2C=C1